(2S,2'S,2''S)-3,3',3''-((nitrilotris(methylene))tris(benzofuran-3,5-diyl))tris(2-((R)-pyrrolidin-3-yl)propionic acid) N(CC1=COC2=C1C=C(C=C2)C[C@H](C(=O)O)[C@@H]2CNCC2)(CC2=COC1=C2C=C(C=C1)C[C@H](C(=O)O)[C@@H]1CNCC1)CC1=COC2=C1C=C(C=C2)C[C@H](C(=O)O)[C@@H]2CNCC2